CN(C=1C=C2C3(C(N(C2=CC1)C1=CC=C(C=C1)CCC(=O)O)=O)CC3)C 3-(4-(5'-(dimethylamino)-2'-oxospiro[cyclopropane-1,3'-indoline]-1'-yl)phenyl)propionic acid